benzyl (2-((2-acrylamido-4-((5-chloro-4-((2-(methylsulfonamido)phenyl)amino) pyrimidin-2-yl)amino)-5-methoxyphenyl)(methyl)amino)ethyl)(methyl)carbamate C(C=C)(=O)NC1=C(C=C(C(=C1)NC1=NC=C(C(=N1)NC1=C(C=CC=C1)NS(=O)(=O)C)Cl)OC)N(CCN(C(OCC1=CC=CC=C1)=O)C)C